CNC(=O)C1=NC=C(C=C1)B1OC(C(O1)(C)C)(C)C N-methyl-5-(4,4,5,5-tetramethyl-1,3,2-dioxaborolan-2-yl)pyridine-2-carboxamide